(2-chloro-5-(methylsulfonyl)phenyl)methanol ClC1=C(C=C(C=C1)S(=O)(=O)C)CO